2-acryloyl-1,3-dihydroxypropane C(C=C)(=O)C(CO)CO